ClC=1C=C(CNC(C(C)(C)C2=NC=C(C=N2)C(=O)O)=O)C=C(C1C1C(NC(CC1)=O)=O)Cl 2-(1-((3,5-dichloro-4-(2,6-dioxopiperidin-3-yl)benzyl)amino)-2-methyl-1-oxopropan-2-yl)pyrimidine-5-carboxylic acid